C1NCC2C1CC(C2)CN2CCOCC2 4-(1,2,3,3a,4,5,6,6a-octahydrocyclopenta[c]pyrrol-5-ylmethyl)morpholine